O=C1NC(CCC1N1C2=C(C3=CC(=CC=C13)N1CCN(CC1)CC1CN(CC1)C=1C=C(C=CC1)S(=O)(=O)NC1=NOC3=C1C(=CC(=C3)CN3N=CC=C3)OC)C=CC=N2)=O 3-[3-[[4-[9-(2,6-Dioxopiperidin-3-yl)pyrido[2,3-b]indol-6-yl]piperazin-1-yl]methyl]pyrrolidin-1-yl]-N-[4-methoxy-6-(pyrazol-1-ylmethyl)-1,2-benzoxazol-3-yl]benzene-sulfonamide